(chloromethyl)-2-methoxyphenylmethyl carbonate C(OC(C1=C(C=CC=C1)OC)CCl)([O-])=O